[Al+3].OC=1C=CC=C2C=CC(=NC12)[O-].OC=1C=CC=C2C=CC(=NC12)[O-].OC=1C=CC=C2C=CC(=NC12)[O-] tris-(8-hydroxyquinolinolate) aluminum